3-(4-chlorobenzyl)-1-(6-(pyridin-4-yl)pyridazin-3-yl)pyrrolidin-2-one ClC1=CC=C(CC2C(N(CC2)C=2N=NC(=CC2)C2=CC=NC=C2)=O)C=C1